2-methyl-7-nitro-2,3-dihydro-1H-isoindol-1-one CN1C(C2=C(C=CC=C2C1)[N+](=O)[O-])=O